CO[C@H](C(C)OC)C=1C(=C(C#N)C(=CC1)F)OC 3-((1S)-1,2-Dimethoxypropyl)-6-fluoro-2-methoxybenzonitrile